NC1=C(OCCC2CCN(CC2)C(=O)OC(C)(C)C)C=C(C=C1)OCC1=CC=CC=C1 tert-Butyl 4-{2-[2-amino-5-(benzyloxy)phenoxy]ethyl}piperidine-1-carboxylate